butyl 3-(6-chloropyridazin-3-yloxy)-7-fluoro-9-azabicyclo[3.3.1]nonane-9-carboxylate ClC1=CC=C(N=N1)OC1CC2CC(CC(C1)N2C(=O)OCCCC)F